ClC=1C(=CC2=C(NC(NS2(=O)=O)CC2CCCC2)C1)S(=O)(=O)N 6-chloro-3-(cyclopentylmethyl)-3,4-dihydro-2h-benzo[e][1,2,4]thiadiazine-7-sulfonamide-1,1-dioxide